ClC1=CC=NC2=CC=C(C=C12)C1=C(C=C(OC2CC3(CN(C3)C(=O)OC(C)(C)C)C2)C=C1)F tert-butyl 6-(4-(4-chloroquinolin-6-yl)-3-fluorophenoxy)-2-azaspiro[3.3]heptane-2-carboxylate